2-[7-(pyridin-3-yl)heptyl]isoindole-1,3-dione N1=CC(=CC=C1)CCCCCCCN1C(C2=CC=CC=C2C1=O)=O